2-propyl-propane-1,3-diol C(CC)C(CO)CO